2-Dicyclohexylphosphino-2',4',6-triisopropylbiphenyl C1(CCCCC1)P(C1=C(C(=CC=C1)C(C)C)C1=C(C=C(C=C1)C(C)C)C(C)C)C1CCCCC1